N1=CSC2=C1C1=C(CCO1)C(=C2)C(=O)O 6,7-dihydrobenzofuro[7,6-d]thiazole-5-carboxylic acid